3-bromo-4H-pyrido[1,2-a]pyrimidin-4-one BrC1=CN=C2N(C1=O)C=CC=C2